C(C)(C)C1=CC=C(C=C1)C(N1CCN(CC1)CC1=C(C#N)C=CC(=C1)N(C)CCN(C)C)C1=CC=C(C=C1)C(C)C 2-((4-(bis(4-isopropylphenyl)methyl)piperazin-1-yl)methyl)-4-((2-(dimethylamino)ethyl)(methyl)amino)benzonitrile